ClC1=CC(=C2C(=N1)N(C=N2)COCC[Si](C)(C)C)N2CCOCC2 4-(5-chloro-3-((2-(trimethylsilyl)ethoxy)methyl)-3H-imidazo[4,5-b]pyridin-7-yl)morpholine